dihydrocyclopenta[c]pyrrole C1NC=C2C1=CC=C2